4-(2-imidazo[1,2-b]pyridazin-7-yloxyethyl)morpholine N=1C=CN2N=CC(=CC21)OCCN2CCOCC2